Bis(1-adamantyl)isopropyl-phosphine C12(CC3CC(CC(C1)C3)C2)P(C(C)C)C23CC1CC(CC(C2)C1)C3